benzyl 2-(6-fluoro-5-nitro-1H-indol-2-yl)-2-methylpropionate FC1=C(C=C2C=C(NC2=C1)C(C(=O)OCC1=CC=CC=C1)(C)C)[N+](=O)[O-]